CN1N=CC=C1C=1C=CC(=C(C(=O)NCC(=O)O)C1)NS(=O)(=O)C1=CC=C(C=C1)OC(C(C)(C)C)=O (5-(1-methyl-1H-pyrazol-5-yl)-2-((4-(pivaloyloxy)phenyl)sulfonamido)benzoyl)glycine